anthracene-9,10-dicarbonyl dibromide C1=CC=CC2=C(C3=CC=CC=C3C(=C12)C(=O)Br)C(=O)Br